C1(=CC=CC=C1)C=1[Se]C(=CC1)C1=CC=CC=C1 2,5-diphenylselenophene